ethyl 3-{5-[3-amino-2,6-dioxo-4-(trifluoromethyl)-3,6-dihydropyrimidin-1(2H)-yl]-2-chloro-4-fluorophenyl}-5-methyl-4,5-dihydro-1,2-oxazole-5-carboxylate NN1C(N(C(C=C1C(F)(F)F)=O)C=1C(=CC(=C(C1)C1=NOC(C1)(C(=O)OCC)C)Cl)F)=O